COC1=C(C=C(C=C1)OC1=CC=C(C=C1)C(F)(F)F)NC(=O)C1N(C(CC1)=O)C(=O)C1NC(CC1)=O N-(2-Methoxy-5-(4-(trifluoromethyl)phenoxy)phenyl)-5-oxo-1-(5-oxopyrrolidine-2-carbonyl)pyrrolidine-2-carboxamide